COC1=CC(=C(C=C1)OC(CCC)=O)C1OC1C 4-methoxy-2-(3-methyloxiranyl)-phenylbutyrate